[OH-].C[N+](OCCOCCO)(C)C trimethyl-2-(2-hydroxyethoxy)ethoxyammonium hydroxide